N-[(1R)-1-benzyl-3,3-difluoro-1-methyl-butyl]-8-fluoro-quinoline-3-carboxamide C(C1=CC=CC=C1)[C@@](CC(C)(F)F)(C)NC(=O)C=1C=NC2=C(C=CC=C2C1)F